C(C)C=1C(=CC=C2C=C(C=C(C12)C1=C(C=2N=C(N=C(C2C=N1)NCCN1C(NCC1)=O)OC[C@]12CCCN2C[C@@H](C1)F)F)O)F 1-(2-((7-(8-ethyl-7-fluoro-3-hydroxynaphthalen-1-yl)-8-fluoro-2-(((2R,7aS)-2-fluorotetrahydro-1H-pyrrolizin-7a(5H)-yl)methoxy)pyrido[4,3-d]pyrimidin-4-yl)amino)ethyl)imidazolidin-2-one